3-((2-fluoro-4-(tetradecyloxy)phenyl)sulfonyl)-4-(4-(4-isopropylpiperazin-1-yl)-[1,4'-bipiperidin]-1'-yl)-6-(methylsulfinyl)quinoline FC1=C(C=CC(=C1)OCCCCCCCCCCCCCC)S(=O)(=O)C=1C=NC2=CC=C(C=C2C1N1CCC(CC1)N1CCC(CC1)N1CCN(CC1)C(C)C)S(=O)C